1,3-diethyl-N-(3-(fluoromethyl)oxetan-3-yl)-2,4-dioxo-1,2,3,4-tetrahydroquinazolin-6-sulfonamide C(C)N1C(N(C(C2=CC(=CC=C12)S(=O)(=O)NC1(COC1)CF)=O)CC)=O